NN=C(N(C)C)N(C)C aminotetramethylguanidine